N1N2C(C=CC1)=CC=C2 dihydropyrrolo[1,2-b]pyridazine